5-[4-(phenoxymethyl)piperidin-1-yl]-1,3-thiazole-4-carboxylic acid O(C1=CC=CC=C1)CC1CCN(CC1)C1=C(N=CS1)C(=O)O